1-methyl-1,2,3-triazole CN1N=NC=C1